CN(CCN1N=C2C=C(C=CC2=C1)C(=O)O)C 2-[2-(dimethylamino)ethyl]indazole-6-carboxylic Acid